FC=1C(=CC(=C(C(=O)N[C@@H](CO)CC)C1)O[C@@H](C)CCC)N1N=C(N(C1=O)C)C(C)C 5-Fluoro-N-[(2R)-1-hydroxybut-2-yl]-4-[4-methyl-5-oxo-3-(propan-2-yl)-4,5-dihydro-1H-1,2,4-triazol-1-yl]-2-[(2S)-pent-2-yloxy]benzamide